COC(=O)C1C2C3C4C=CC(C3C(C1)C2)C4 8-methoxycarbonyl-tetracyclo[4.4.0.12,5.17,10]-dodeca-3-ene